N-(3-(4-fluorophenyl)propyl)-7-hydroxy-2-oxo-2H-benzopyran-3-formamide FC1=CC=C(C=C1)CCCNC(=O)C=1C(OC2=C(C1)C=CC(=C2)O)=O